N-(3-cyanophenyl)-6-methyl-2-morpholin-nicotinamide C(#N)C=1C=C(C=CC1)NC(C1=CN=CC=C1C1CNCC(O1)C)=O